1-(3-amino-4-fluorobenzyl)-N-(3-((S)-1-hydroxyethyl)phenyl)-7-methyl-5-(1H-pyrrole-2-carbonyl)-4,5,6,7-tetrahydro-1H-pyrazolo[4,3-c]pyridine-3-carboxamide NC=1C=C(CN2N=C(C=3CN(CC(C32)C)C(=O)C=3NC=CC3)C(=O)NC3=CC(=CC=C3)[C@H](C)O)C=CC1F